C(C)(C)(C)OC(=O)N1C(=CC2=CC=CC=C12)CCN(CC(=O)O)C(=O)OCC1C2=CC=CC=C2C=2C=CC=CC12 2-[(2-{1-[(tert-butoxy)carbonyl]-1H-indol-2-yl}ethyl)({[(9H-fluoren-9-yl)methoxy]carbonyl})amino]acetic acid